3-amino-6-tert-butyl-10-chloro-9-(3-methoxypropoxy)-6H,7H-pyrido[2,1-a]isoquinolin-2-one, hydrochloride Cl.NC=1C(C=C2N(C(CC3=CC(=C(C=C23)Cl)OCCCOC)C(C)(C)C)C1)=O